O1CCC2=C1C=CC(=C2)C(CO)O (2,3-dihydro-5-benzofuranyl)-1,2-ethanediol